6-(4-(4-(2-(2-aminopyridin-3-yl)-5-(3-chlorophenyl)-3H-imidazo[4,5-b]pyridin-3-yl)benzyl)piperazin-1-yl)pyrimidine-4-carbonitrile NC1=NC=CC=C1C1=NC=2C(=NC(=CC2)C2=CC(=CC=C2)Cl)N1C1=CC=C(CN2CCN(CC2)C2=CC(=NC=N2)C#N)C=C1